dichloroethyl-dichlorosilane ClC(C[SiH](Cl)Cl)Cl